C(C)(C)(C)OC(CCCN(CCCCCCCCCC)CCCCCCCCCC)=O tert-Butyl-4-(didecylamino)butanoate